3-oxo-3-(1,2,3,4-tetrahydro-β-carbolin-2-yl)propyl-4-(4-fluorophenyl)piperazine O=C(CCN1CCN(CC1)C1=CC=C(C=C1)F)N1CC=2NC3=CC=CC=C3C2CC1